1-(5-(4-amino-7-cyclopropyl-7H-pyrrolo[2,3-d]pyrimidin-5-yl)imidazo[1,2-a]pyridin-8-yl)-3-(3-(1-(trifluoromethyl)-cyclobutyl)isoxazol-5-yl)urea NC=1C2=C(N=CN1)N(C=C2C2=CC=C(C=1N2C=CN1)NC(=O)NC1=CC(=NO1)C1(CCC1)C(F)(F)F)C1CC1